N-ethyl-2'-(3-methyl-1H-pyrrolo[2,3-b]pyridin-5-yl)-6',7'-dihydrospiro[azetidine-3,4'-pyrazolo[5,1-c][1,4]oxazine]-1-carboxamide C(C)NC(=O)N1CC2(OCCN3C2=CC(=N3)C=3C=C2C(=NC3)NC=C2C)C1